C1(=CC(=CC=C1)C(=O)[O-])C=1CCCCC1 2',3',4',5'-tetrahydro-[1,1'-biphenyl]-3-carboxylate